Buta-1,2-dien-1-yltributylstannane C(=C=CC)[Sn](CCCC)(CCCC)CCCC